Ethyl 2-(4-(6-chloropyridazin-3-yl) piperidin-1-yl)-2,3-dihydro-1H-indene-5-carboxylate ClC1=CC=C(N=N1)C1CCN(CC1)C1CC2=CC=C(C=C2C1)C(=O)OCC